C1(CCC1)OC1=CC=C2C(NN=C(C2=C1)CC=1C=CC(=C(C(=O)N2CCN(CC2)C2=NC=C(C#N)C=C2C)C1)F)=O 6-(4-(5-((7-cyclobutoxy-4-oxo-3,4-dihydrophthalazin-1-yl)methyl)-2-fluorobenzoyl)piperazin-1-yl)-5-methylnicotinonitrile